NCCCC(CCCCN)N 1,4,8-Triaminooctan